(2s,5r)-5-(2-chlorophenyl)-1-(6-phenylpyrimidine-4-carbonyl)pyrrolidine-2-carboxylic acid ClC1=C(C=CC=C1)[C@H]1CC[C@H](N1C(=O)C1=NC=NC(=C1)C1=CC=CC=C1)C(=O)O